C(C=1C(N)=CC=CC1)(=O)OCC=C ALLYL ANTHRANILATE